5-methoxy-3-methyl-2H-benzo[g]indazole COC1=CC2=C(NN=C2C2=C1C=CC=C2)C